N-(5-amino-6-methylpyridin-3-yl)-2-((1R,4S)-2-azabicyclo[2.2.1]heptan-2-yl)acetamide NC=1C=C(C=NC1C)NC(CN1[C@@H]2CC[C@H](C1)C2)=O